(5S)-5-(2-fluorophenyl)-6,7-dihydro-5H-pyrrolo[1,2-b][1,2,4]triazol-2-amine FC1=C(C=CC=C1)[C@@H]1CCC=2N1N=C(N2)N